FC1=NC(=CC=C1)SC 2-fluoro-6-(methylsulfanyl)pyridin